tert-butyl oct-7-enoate C(CCCCCC=C)(=O)OC(C)(C)C